ClCC1=C(C=CC=C1)C=1OC2=C(N1)C=CC=C2 2-(α-chlorotolyl)benzoxazole